ClC1=CC=C(C=N1)CN1/C(/SCC1)=N/C#N {(2Z)-3-[(6-Chloropyridin-3-yl)methyl]-1,3-thiazolidin-2-ylidene}cyanamide